C(#N)C1=C(C=C(OC2C(C(C2(C)C)NC(=O)C2=CC=C(C=C2)N2CCC3(CN(CCO3)C3CC(C3)OC3=CC(=C(C(=O)O)C=C3)OC)CC2)(C)C)C=C1C)C 4-[3-[9-[4-[[3-(4-cyano-3,5-dimethyl-phenoxy)-2,2,4,4-tetramethyl-cyclobutyl]carbamoyl]phenyl]-1-oxa-4,9-diazaspiro[5.5]undecan-4-yl]cyclobutoxy]-2-methoxy-benzoic acid